ClC=1C=CC(=C(C1)C1=C(C=NC(=C1)OC)C(=O)NC=1SC=2C(=NC=C(N2)C2=CC=C(C=C2)C#N)N1)OC 4-(5-chloro-2-methoxy-phenyl)-N-(6-(4-cyanophenyl)thiazolo[4,5-b]pyrazin-2-yl)-6-methoxypyridine-3-carboxamide